5-(9H-carbazole-9-yl)-N1,N3-di-p-tolyl-N1,N3-di(4-vinylphenyl)benzene-1,3-diamine C1=CC=CC=2C3=CC=CC=C3N(C12)C=1C=C(C=C(C1)N(C1=CC=C(C=C1)C=C)C1=CC=C(C=C1)C)N(C1=CC=C(C=C1)C=C)C1=CC=C(C=C1)C